NC1=NC=NC=2C3=C(C(C(C12)(C)C)=O)C(=C(C=C3)O[C@@H]3CC[C@H](CC3)N)N 4,7-diamino-8-(trans-4-aminocyclohexoxy)-5,5-dimethyl-benzo[h]quinazolin-6-one